[CH-]1C=CC=C1.C1=C[C-](C(=C1)CO)CO.[Fe+2] ferrocenedimethanol